5-[1-[3-bromo-1-tert-butyl-5-[1,2,2,2-tetrafluoro-1-(trifluoromethyl)ethyl]pyrrol-2-yl]pyrazol-4-yl]-2-chloro-N-(1-cyanocyclopropyl)benzamide BrC1=C(N(C(=C1)C(C(F)(F)F)(C(F)(F)F)F)C(C)(C)C)N1N=CC(=C1)C=1C=CC(=C(C(=O)NC2(CC2)C#N)C1)Cl